FC(C1=CC=CC=2C=C(COC21)C(=O)[O-])(F)F 8-trifluoromethyl-2H-benzopyran-3-carboxylate